N1C(=CC2=CC=CC=C12)C1(OC(=O)C2=CC=CC=C12)C=1NC2=CC=CC=C2C1 bis-indolyl-phthalide